2-oxopropanethioate O=C(C([O-])=S)C